[Li].CN(C)CC1=CC(=C(S1)S(=O)O)F 5-((dimethylamino)methyl)-3-fluorothiophene-2-sulfinic acid lithium